FC1=C(CN2C(C=NC=3C=NC=4N=C(C=CC4C32)OC)=O)C(=CC(=C1)SCC1=CC=C(C=C1)OC)F 1-(2,6-difluoro-4-((4-methoxybenzyl)thio)benzyl)-8-methoxypyrazino[2,3-c][1,8]naphthyridin-2(1H)-one